6-chloro-2-(trifluoromethyl)pyrido[3,2-d]Pyrimidin-4-amine ClC=1C=CC=2N=C(N=C(C2N1)N)C(F)(F)F